NC1=NC(=C2C(=N1)N(N=C2)CC2=C(C=C(C=C2F)[N+](=O)[O-])F)C2=CC=CC(=N2)C#N 6-[6-amino-1-[(2,6-difluoro-4-nitro-phenyl)methyl]pyrazolo[3,4-d]pyrimidine-4-yl]pyridine-2-carbonitrile